C1(CC1)C=1N=NN(C1)C1=CC(=C(C=C1)COC1=CC=CC(=N1)C1CCN(CC1)CC=1N(C2=C(N1)C=CC(=C2)C(=O)O)C[C@H]2OCC2)F 2-[[4-[6-[[4-(4-cyclopropyltriazol-1-yl)-2-fluoro-phenyl]methoxy]-2-pyridyl]-1-piperidyl]methyl]-3-[[(2S)-oxetan-2-yl]methyl]benzimidazole-5-carboxylic acid